methyl 2-(4-(1-(tert-butoxycarbonyl) pyrrolidin-2-yl)-2-fluorophenyl)-6-chlorobenzo[d]imidazo[2,1-b]thiazole-7-carboxylate C(C)(C)(C)OC(=O)N1C(CCC1)C1=CC(=C(C=C1)C=1N=C2SC3=C(N2C1)C=C(C(=C3)C(=O)OC)Cl)F